4-acryloxybenzaldehyde C(C=C)(=O)OC1=CC=C(C=O)C=C1